7-((1R,3S)-3-(1-Isopropyl-3-(4-(trifluoromethyl)phenyl)-1H-1,2,4-triazol-5-yl)cyclopentyl)-2-thia-7-azaspiro[3.5]nonane 2,2-dioxide C(C)(C)N1N=C(N=C1[C@@H]1C[C@@H](CC1)N1CCC2(CS(C2)(=O)=O)CC1)C1=CC=C(C=C1)C(F)(F)F